O=S1(N(CC(N1)=O)C1=C(C=C(CNC=2C=C(C#N)C=CN2)C=C1O)F)=O 2-((4-(1,1-dioxido-4-oxo-1,2,5-thiadiazolidin-2-yl)-3-fluoro-5-hydroxybenzyl)amino)isonicotinonitrile